N-[(3R)-1-(4-{[(1R)-1-(3-methoxyphenyl)ethyl]amino}-2-methylpyrido[3,4-d]pyrimidin-6-yl)pyrrolidin-3-yl]acetamide COC=1C=C(C=CC1)[C@@H](C)NC=1C2=C(N=C(N1)C)C=NC(=C2)N2C[C@@H](CC2)NC(C)=O